C1NCC12CC(CC2)NC2=CC=CC(=N2)C2=CN=C1N2C=C(C=C1)C(C)(C)O 2-(3-(6-(2-azaspiro-[3.4]octan-6-yl-amino)pyridin-2-yl)-imidazo[1,2-a]-pyridin-6-yl)propan-2-ol